CC1=NNC=C1 methyl-pyrazole